4-fluorophenyl P-methyl-N-phenylphosphonamidate CP(OC1=CC=C(C=C1)F)(=O)NC1=CC=CC=C1